methyl-2-amino-3-mercaptopropionic acid CC(C(=O)O)(CS)N